ClC=1C=C(C=CC1C(F)(F)F)N1C(N(C2(C1=O)CCN(CC2)CC2(CCOCC2)O)CC)=O 3-(3-chloro-4-(trifluoromethyl)phenyl)-1-ethyl-8-((4-hydroxytetrahydro-2H-pyran-4-yl)methyl)-1,3,8-triazaspiro[4.5]decane-2,4-dione